3,3''-bis(10-methylphenazin-5(10H)-yl)-6'-(3-(10-methylphenazin-5(10H)-yl)phenyl)-[1,1':2',1''-terphenyl] CN1C2=CC=CC=C2N(C=2C=CC=CC12)C=1C=C(C=CC1)C=1C(=CC=CC1C1=CC(=CC=C1)N1C=2C=CC=CC2N(C2=CC=CC=C12)C)C1=CC(=CC=C1)N1C=2C=CC=CC2N(C2=CC=CC=C12)C